ClC1=C(N=C(C=2C(N3C(COC21)CNCC3)=O)N3C(CC(C3)N(C)C)(C)C)C3=C(C=CC=C3O)F 4-chloro-1-(4-(dimethylamino)-2,2-dimethylpyrrolidin-1-yl)-3-(2-fluoro-6-hydroxyphenyl)-6,6a,7,8,9,10-hexahydro-12H-pyrazino[2,1-c]pyrido[3,4-f][1,4]oxazepin-12-one